N-[(2S,3R)-2-[(2,3'-difluoro[1,1'-biphenyl]-3-yl)methyl]-4,4-difluoro-1-(2-hydroxy-2-methylpropanoyl)pyrrolidin-3-yl]ethanesulfonamide FC1=C(C=CC=C1C[C@@H]1N(CC([C@@H]1NS(=O)(=O)CC)(F)F)C(C(C)(C)O)=O)C1=CC(=CC=C1)F